Cl.BrCC1=NN(C(=C1C=1C=CC=C2C(=C(N(C12)CCCNC)C(=O)OCC)CCCOC1=CC=CC2=CC=CC=C12)C)C ethyl 7-[3-(bromomethyl)-1,5-dimethyl-1H-pyrazol-4-yl]-1-[3-(methylamino)propyl]-3-[3-(naphthalen-1-yloxy)propyl]-1H-indole-2-carboxylate hydrochloric acid salt